N-(1-(5-bromo-1,3,4-thiadiazol-2-yl)piperidin-4-yl)acetamide BrC1=NN=C(S1)N1CCC(CC1)NC(C)=O